CC1(N(C(N(C1=O)CC1=CC(=C(OC(C(=O)O)(C)C)C(=C1)C)C)=O)C1=CC=C(C=C1)OC(F)(F)F)C 2-(4-((4,4-Dimethyl-2,5-dioxo-3-(4-(trifluoromethoxy)phenyl)imidazolidin-1-yl)methyl)-2,6-dimethylphenoxy)-2-methylpropionic Acid